C(C)OC(C)C1=C(C=C(C=C1)C)N1C(SCC1=O)=NC(N)=O 3-(3-(2-(1-ethoxyethyl)-5-methylphenyl)-4-oxothiazolidin-2-ylidene)urea